(S)-N-(1-(6-isopropoxypyridin-3-yl)ethyl)-4-(4-methyl-6-((5-methyl-1H-pyrazol-3-yl)amino)pyrimidin-2-yl)piperazine-1-carboxamide C(C)(C)OC1=CC=C(C=N1)[C@H](C)NC(=O)N1CCN(CC1)C1=NC(=CC(=N1)C)NC1=NNC(=C1)C